tert-butyl 3-((dimethylamino)methyl)-2-oxopyrrolidine-1-carboxylate CN(C)CC1C(N(CC1)C(=O)OC(C)(C)C)=O